tert-Butyl 3-((1-(3-((S)-4-benzyl-2-oxooxaolidin-3-yl)-5-methylphenyl)ethyl)amino)-6-chloropicolinate C(C1=CC=CC=C1)C1[C@H](C(OC1)=O)C=1C=C(C=C(C1)C)C(C)NC=1C(=NC(=CC1)Cl)C(=O)OC(C)(C)C